ClC1=CC2=C(N(N=C2C=C1)CCO)C(CN(C(OC(C)(C)C)=O)C)O tert-butyl (2-(5-chloro-2-(2-hydroxyethyl)-2H-indazol-3-yl)-2-hydroxyethyl)(methyl)carbamate